FC1=C(C=CC(=C1)NC(C[C@H]1C[C@H](N(C1)C=1C2=C(N=C(N1)C)C1=C(O2)C=CC=C1)C(=O)O)=O)C1=CC=CC=C1 (2S,4R)-4-(2-((2-fluoro-[1,1'-biphenyl]-4-yl)amino)-2-oxoethyl)-1-(2-methylbenzofuro[3,2-d]pyrimidin-4-yl)pyrrolidine-2-carboxylic acid